BrC=1C=C(C=CC1)C(O)C1=CC(=CC=C1)Br Bis(3-bromophenyl)methanol